methyl 4-bromo-3-(difluoromethyl)benzoate BrC1=C(C=C(C(=O)OC)C=C1)C(F)F